5-((((1r,4r)-4-aminocyclohexyl)methyl)amino)-2-(2,6-dimethylmorpholino)-benzonitrile NC1CCC(CC1)CNC=1C=CC(=C(C#N)C1)N1CC(OC(C1)C)C